CC=1C=C(C=CC1N)N 3-methylbenzene-1,4-diamine